ClC=1C(=NC=CC1[C@@H](CCC=C)NC1=CC=C(C=C1)OC)C(F)F (R)-N-(1-(3-chloro-2-(difluoromethyl)pyridin-4-yl)pent-4-en-1-yl)-4-methoxyaniline